(4-acetamidophenyl)-5-(2-nitrophenyl)-2-(4-(trifluoromethyl)phenyl)oxazole-4-carboxamide C(C)(=O)NC1=CC=C(C=C1)NC(=O)C=1N=C(OC1C1=C(C=CC=C1)[N+](=O)[O-])C1=CC=C(C=C1)C(F)(F)F